C(C)C(CC(=O)NC(C(=O)O)CCN(CCCCC1=NC=2NCCCC2C=C1)CC(CF)OC)CC(F)(F)F 2-[(3-ethyl-5,5,5-trifluoro-pentanoyl)amino]-4-[[3-fluoro-2-methoxy-propyl]-[4-(5,6,7,8-tetrahydro-1,8-naphthyridin-2-yl)butyl]amino]butanoic acid